C(C)(C)(C)OC(=O)\N=N\C(=O)C(=O)OC(C)(C)C (E)-N-[(tert-butoxycarbonyl)imino](tert-butoxycarbonyl)carboxamide